COC1=CC=C(C=C1)COCC(CO)(CO)C 2-{[(4-methoxyphenyl)methoxy]methyl}-2-methylpropan-1,3-diol